N1CC(C1)N1C(NC=2C(N(C=3N=C(C(=CC3C21)F)C2=CC(=CC1=CC=CC=C21)O)C=2C(=NC=CC2C)C(C)C)=O)=O 1-(azetidin-3-yl)-8-fluoro-7-(3-hydroxynaphthalen-1-yl)-5-(2-isopropyl-4-methylpyridin-3-yl)-3,5-dihydro-1H-imidazo[4,5-c][1,8]naphthyridine-2,4-dione